N-[4-(7-Fluoro-1,3-benzoxazol-2-yl)phenyl]furan-3-carboxamid FC1=CC=CC=2N=C(OC21)C2=CC=C(C=C2)NC(=O)C2=COC=C2